OCCN1CCN(CC1)CCCOC1=CC=C2C=C(C(OC2=C1)=O)C(C)=O 7-[3-(4-hydroxyethyl-1-piperazinyl)propoxy]-3-acetylcoumarin